6-fluoro-7-(5-methyl-1H-indazol-4-yl)-4-hydroxy-1-(2-isopropyl-4-methylpyridin-3-yl)-3-nitro-1,8-naphthyridin-2(1H)-one FC=1C=C2C(=C(C(N(C2=NC1C1=C2C=NNC2=CC=C1C)C=1C(=NC=CC1C)C(C)C)=O)[N+](=O)[O-])O